O[C@H]1CC(N([C@H]1C)CC1=NC=C(C=C1)OC1=CC=C(C=C1)C)=O (4S,5S)-4-hydroxy-5-methyl-1-{[5-(4-methylphenoxy)pyridin-2-yl]methyl}pyrrolidin-2-one